ethyl 2-benzyl-7-ethoxy-1-oxo-1,2,3,4-tetrahydroisoquinoline-6-carboxylate C(C1=CC=CC=C1)N1C(C2=CC(=C(C=C2CC1)C(=O)OCC)OCC)=O